2-Cyanophenyl 3-(N-(2-oxo-2-((2-(phenylthio)phenyl)amino)ethyl)methylsulfonamido)benzoate O=C(CN(S(=O)(=O)C)C=1C=C(C(=O)OC2=C(C=CC=C2)C#N)C=CC1)NC1=C(C=CC=C1)SC1=CC=CC=C1